(S)-4-(8-fluoro-imidazo[1,2-a]pyridin-3-yl)-7-((5-(3-(2-hydroxypropan-2-yl)-4-methylpiperazin-1-yl)pyridin-2-yl)amino)-2,3-dihydro-1H-pyrrolo[3,4-c]pyridin-1-one FC=1C=2N(C=CC1)C(=CN2)C2=NC=C(C1=C2CNC1=O)NC1=NC=C(C=C1)N1C[C@H](N(CC1)C)C(C)(C)O